(R)-3-(2-(4-(4-fluorophenyl)piperazin-1-yl)ethyl)-8-(isoxazol-3-yl)-2-oxa-8-azaspiro[4.5]decan-1-one FC1=CC=C(C=C1)N1CCN(CC1)CC[C@@H]1OC(C2(C1)CCN(CC2)C2=NOC=C2)=O